N-(4-methylpyridin-2-yl)-4-(4-(oxetan-3-yloxy)pyridin-2-yl)thiazol-2-amine CC1=CC(=NC=C1)NC=1SC=C(N1)C1=NC=CC(=C1)OC1COC1